(R)-4-((1R,3s,5s,6R)-6-(1-isopropyl-3-(3-(trifluoromethyl)phenyl)-1H-1,2,4-triazol-5-yl)bicyclo[3.1.0]hexane-3-yl)-3-methylmorpholine C(C)(C)N1N=C(N=C1C1[C@H]2CC(C[C@@H]12)N1[C@@H](COCC1)C)C1=CC(=CC=C1)C(F)(F)F